N,N-bis-(2-hydroxyethyl)-3,5-dimethylaniline OCCN(C1=CC(=CC(=C1)C)C)CCO